CN1[C@@H]([C@H](CC1=O)C(=O)NCCOCC1CCC(CC1)COCCCC(=O)OC)C=1C=NC=CC1 Methyl 4-(((1R,4s)-4-((2-((2S,3S)-1-methyl-5-oxo-2-(pyridin-3-yl)pyrrolidine-3-carboxamido)ethoxy)methyl)cyclohexyl)methoxy)butanoate